9,10-bis(2-methoxyphenoxy)anthracene ethyl-(S)-2-(2'-(3-(tert-butoxy)-2-((tert-butoxycarbonyl)amino)-3-oxopropyl)-[2,4'-bithiazol]-4-yl)nicotinate C(C)OC(C1=C(N=CC=C1)C=1N=C(SC1)C=1N=C(SC1)C[C@@H](C(=O)OC(C)(C)C)NC(=O)OC(C)(C)C)=O.COC1=C(OC=2C3=CC=CC=C3C(=C3C=CC=CC23)OC2=C(C=CC=C2)OC)C=CC=C1